tert-butyl ((1S,3S)-3-((2-chloro-5-nitro-1-((2-(trimethylsilyl)ethoxy)methyl)-1H-pyrrolo[2,3-b]pyridin-4-yl)amino)cyclobutyl)carbamate ClC1=CC=2C(=NC=C(C2NC2CC(C2)NC(OC(C)(C)C)=O)[N+](=O)[O-])N1COCC[Si](C)(C)C